C(N)(OCCNC)=O (2-(methylamino) ethyl) carbamate